FCC(C(=O)N1C[C@@H](N(C[C@H]1C)C=1C2=C(N=CN1)N(CC21CCC1)C1=NC=CC(=C1)C#N)C)(N1N=CC=N1)C 2-[4-[(2S,5R)-4-[3-fluoro-2-methyl-2-(triazol-2-yl)propanoyl]-2,5-dimethyl-piperazin-1-yl]spiro[6H-pyrrolo[2,3-d]pyrimidine-5,1'-cyclobutane]-7-yl]pyridine-4-carbonitrile